2,3-bis(trifluoromethyl)-5-(2-thienyl)-8-(2,4-bis(trifluoromethyl)phenyl)pyrazino[2,3-D]pyridazine FC(C=1C(=NC=2C(=C(N=NC2C=2SC=CC2)C2=C(C=C(C=C2)C(F)(F)F)C(F)(F)F)N1)C(F)(F)F)(F)F